N(N)C(NN)=NC(C(=O)O)C1=CC=CC=C1 2-[(dihydrazinylmeth-ylidene)amino]-2-phenylacetic acid